COC(CCN(CC1=CC=C(C=C1)OC)CC1=CC=C(C=C1)OC)=O 3-[bis[(4-methoxyphenyl)methyl]amino]propanoic acid methyl ester